Methyl 4-benzylthio-5-methoxy-pyridine-2-carboxylate C(C1=CC=CC=C1)SC1=CC(=NC=C1OC)C(=O)OC